N1C(CCCC1)C(=O)O (-)-2-piperidinecarboxylic acid